ClC1=CC=C(C=C1)[C@@]1(N(C(C2=CC(=CC=C12)C(CO)(C)O)=O)CC1=CC=C(C#N)C=C1)OCC1(CC1)CO 4-{[(1R)-1-(4-chlorophenyl)-5-(1,2-dihydroxypropan-2-yl)-1-([1-(hydroxymethyl)cyclopropyl]methoxy)-3-oxo-2,3-dihydro-1H-isoindol-2-yl]methyl}benzonitrile